tert-butyl 5-(4-chloro-7-fluoro-2-methoxycarbonyl-benzothiophen-6-yl)-3,6-dihydro-2H-pyridine-1-carboxylate ClC1=CC(=C(C2=C1C=C(S2)C(=O)OC)F)C2=CCCN(C2)C(=O)OC(C)(C)C